5,7-Dimethyl-6-nitro-1H-indazole-1-carboxylic acid tert-butyl ester C(C)(C)(C)OC(=O)N1N=CC2=CC(=C(C(=C12)C)[N+](=O)[O-])C